C(C1=CC=CC=C1)NC1=C2N=CN(C2=NC(=N1)C1=NC=CC=C1)[C@H]1[C@@H]([C@@H]([C@H](O1)C(=O)NC([2H])([2H])[2H])O)O (2S,3S,4R,5R)-5-(6-(benzylamino)-2-(pyridin-2-yl)-9H-purin-9-yl)-3,4-dihydroxyl-N-(methyl-d3)-tetrahydrofuran-2-formamide